C(=O)OS.C(=O)OS.[Zn] zinc dimercapto diformate